FC1=C2CN(C(C2=CC=C1C[C@H]1OCCC[C@@H]1NC1CCC(CC1)F)=O)[C@H]1C(NC(CC1)=O)=O (R)-3-(4-fluoro-5-(((2R,3S)-3-(((1s,4R)-4-fluorocyclohexyl)amino)tetrahydro-2H-pyran-2-yl)methyl)-1-oxoisoindolin-2-yl)piperidine-2,6-dione